2-[(9S)-7-(4-chlorophenyl)-4,5,13-trimethyl-3-thia-1,8,11,12-tetrazatricyclo[8.3.0.02,6]trideca-2(6),4,7,10,12-pentaen-9-yl]-N-[2-(4-piperidyloxy)ethyl]acetamide ClC1=CC=C(C=C1)C=1C=2C(=C(SC2N2C(=NN=C2[C@@H](N1)CC(=O)NCCOC1CCNCC1)C)C)C